BrC=1C=C(C=2N(C1)C(=NC2)C(=O)NNC(C(F)F)=O)Cl 6-bromo-8-chloro-N'-(2,2-difluoroacetyl)imidazo[1,5-a]pyridine-3-carbohydrazide